diglycolate C(COCC(=O)[O-])(=O)[O-]